ClC=1C=C(C=NC1)N[C@@H](C)C(=O)N1[C@H]2CC([C@@H]([C@@H]1C(=O)N[C@@H](C[C@@H]1C(NCCC1)=O)C#N)CC2)(F)F (1R,3R,4R)-2-((5-chloropyridin-3-yl)-L-alanyl)-N-((S)-1-cyano-2-((R)-2-oxopiperidin-3-yl)ethyl)-5,5-difluoro-2-azabicyclo[2.2.2]octane-3-carboxamide